5-[2-(5,6-diethylindan-2-ylamino)-1-hydroxyethyl]-8-hydroxy-1H-quinolin-2-one maleate C(\C=C/C(=O)O)(=O)O.C(C)C=1C=C2CC(CC2=CC1CC)NCC(O)C1=C2C=CC(NC2=C(C=C1)O)=O